CC1(O[C@H]2[C@]3(O1)[C@H](O[C@@H]2C=2N=CC1=C(N2)NC=C1)C(CC3)=C)C (3aR,4R,5aR,8aR)-2,2-dimethyl-6-methylenehexahydrocyclopenta[2,3]furo[3,4-d][1,3]dioxol-4-yl-7H-pyrrolo[2,3-d]pyrimidine